N-(4-cyanobenzyl)-1-methyl-8-((1-(N-methyl-N-(1-methyl-1H-pyrazol-3-yl)sulfamoyl)cyclopropyl)methoxy)-2-oxo-1,2-dihydropyrido[2,3-d]pyridazine-3-carboxamide C(#N)C1=CC=C(CNC(=O)C2=CC=3C(=C(N=NC3)OCC3(CC3)S(N(C3=NN(C=C3)C)C)(=O)=O)N(C2=O)C)C=C1